ClC1=C(C=C(OCCCN2C(=C(C(=C2CC)S(=O)(=O)C2=CC=C(C)C=C2)CC)C(=O)O)C=C1C)C 1-(3-(4-chloro-3,5-dimethylphenoxy)propyl)-3,5-diethyl-4-tosyl-1H-pyrrole-2-carboxylic acid